methanesulfonic acid peroxyanhydride CS(=O)(=O)OOS(=O)(=O)C